BrC=1N=CN(C1C1CC1)CC1=CC(=C(C=C1)[N+](=O)[O-])F 4-bromo-5-cyclopropyl-1-[(3-fluoro-4-nitro-phenyl)methyl]imidazole